N-(4-oxobutyl)acetamide O=CCCCNC(C)=O